N1CCC(CC1)C1=C2C(=NC=C1)NC(=N2)C2CCOCC2 7-(4-piperidyl)-2-tetrahydropyran-4-yl-3H-imidazo[4,5-b]pyridine